[(4-hydroxybutyl)azanediyl]di(hexane-6,1-diyl)bis(2-hexyldecanoate) OCCCCN(CCCCCCC(C(=O)[O-])(CCCCCCCC)CCCCCC)CCCCCCC(C(=O)[O-])(CCCCCCCC)CCCCCC